FC1=CC2=C(N(C(=N2)N2C[C@H]([C@@H](CC2)F)N)CC2=CC(=CC=C2)OC(F)(F)F)C=C1F (3r,4r)-1-(5,6-difluoro-1-(3-(trifluoromethoxy)benzyl)-1H-benzoimidazol-2-yl)-4-fluoro-3-piperidinamine